rel-(R)-7-(sec-butoxy)-2-(1-methyl-2-oxabicyclo[2.1.1]hexan-4-yl)-N-(6-methylpyrazolo[1,5-a]pyrimidin-3-yl)imidazo[1,2-a]pyrimidine-6-carboxamide [C@@H](C)(CC)OC1=NC=2N(C=C1C(=O)NC=1C=NN3C1N=CC(=C3)C)C=C(N2)C23COC(C2)(C3)C |o1:0|